(4'-amino-3,3'-dimethyl-[1,1'-biphenyl]-4-yl)-5-bromopentanamide NC1=C(C=C(C=C1)C1=CC(=C(C=C1)C(C(=O)N)CCCBr)C)C